1-(β-hydroxyethyl)amino-2-methoxy-4-nitrobenzene OCCNC1=C(C=C(C=C1)[N+](=O)[O-])OC